3-(2-{Imidazo[1,5-a]pyridin-8-yl}ethynyl)-1-[(3S,5R)-5-(methoxymethyl)-1-(prop-2-enoyl)pyrrolidin-3-yl]-5-(methylamino)pyrazole-4-carboxamide C=1N=CN2C1C(=CC=C2)C#CC2=NN(C(=C2C(=O)N)NC)[C@@H]2CN([C@H](C2)COC)C(C=C)=O